4-(3,4-Dihydro-2H-benzo[b][1,4]oxazin-6-yl)-5-(2-methylpyridin-4-yl)-1H-imidazol-2-amine O1C2=C(NCC1)C=C(C=C2)C=2N=C(NC2C2=CC(=NC=C2)C)N